C(C#CC)(=O)N1[C@@H](C[C@H](CC1)N1C=NC=2C(=NC=3C(N(C=CC3C21)C2=CC(=CC1=CC=CC=C21)O)=O)N2CC(C2)N(C)C)CC#N 2-((2S,4S)-1-(but-2-ynoyl)-4-(4-(3-(dimethylamino)azetidin-1-yl)-7-(3-hydroxynaphthalen-1-yl)-6-oxo-6,7-dihydro-1H-imidazo[4,5-c][1,7]naphthyridin-1-yl)piperidin-2-yl)acetonitrile